C(C(=C)C)(=O)OCCC[Si](OC)(OC)OCC methacryloxypropyl-ethoxydimethoxysilane